BrCC(=O)C1=NC(=NC=C1)N(C(OC(C)(C)C)=O)C(=O)OC(C)(C)C tert-butyl N-[4-(2-bromoacetyl)pyrimidin-2-yl]-N-(tert-butoxycarbonyl)carbamate